[Mn](=O)(=O)([O-])[O-].[Li+].[Ni+2].[Fe+2] iron-nickel lithium manganate